water tert-butyl-4-(5-{[4-({[(tert-butoxy)carbonyl]amino}methyl)phenyl]carbamoyl}furan-2-yl)-1,2,3,6-tetrahydropyridine-1-carboxylate C(C)(C)(C)OC(=O)N1CCC(=CC1)C=1OC(=CC1)C(NC1=CC=C(C=C1)CNC(=O)OC(C)(C)C)=O.O